N-(2-pyridylmethyl)-N'-(6,7-dihydro-5H-cyclopenta[b]pyridin-7-yl)-1,4-xylylenediamine N1=C(C=CC=C1)CNCC1=CC=C(C=C1)CNC1CCC=2C1=NC=CC2